[8-[5-[(1S)-1-[(2S,4R)-4-hydroxy-2-[[4-(4-methylthiazol-5-yl)phenyl]methylcarbamoyl]pyrrolidine-1-carbonyl]-2-methyl-propyl]isoxazol-3-yl]oxyoctyl]carbamate O[C@@H]1C[C@H](N(C1)C(=O)[C@@H](C(C)C)C1=CC(=NO1)OCCCCCCCCNC([O-])=O)C(NCC1=CC=C(C=C1)C1=C(N=CS1)C)=O